3-[4-(3-Cyclopropylaminomethyl-azetidin-1-yl)-3-(3-fluoro-5-methyl-phenyl)-quinolin-6-yl]-5-fluoro-2-hydroxy-benzonitrile C1(CC1)NCC1CN(C1)C1=C(C=NC2=CC=C(C=C12)C=1C(=C(C#N)C=C(C1)F)O)C1=CC(=CC(=C1)C)F